tris(8-hydroxyquinoline) gallium [Ga].OC=1C=CC=C2C=CC=NC12.OC=1C=CC=C2C=CC=NC12.OC=1C=CC=C2C=CC=NC12